(S)-2-(2-((2,6-dimethylpyridin-4-yl)methyl)pyrrolidin-1-yl)-6-morpholinopyrimidin-4(3H)-one CC1=NC(=CC(=C1)C[C@H]1N(CCC1)C1=NC(=CC(N1)=O)N1CCOCC1)C